N-(3,3-Difluoropiperidin-4-Yl)-2,6-Dimethyl-5-((2-(Trifluoromethyl)Pyridin-3-Yl)Methoxy)Benzo-Furan-3-Carboxamide FC1(CNCCC1NC(=O)C1=C(OC2=C1C=C(C(=C2)C)OCC=2C(=NC=CC2)C(F)(F)F)C)F